2-(4-biphenylyl)-5-(p-tert-butylphenyl)-1,3,4-Oxadiazole C1(=CC=C(C=C1)C=1OC(=NN1)C1=CC=C(C=C1)C(C)(C)C)C1=CC=CC=C1